C(C)(C)(C)OC(=O)C(C(=O)O)(CCN)N tert-butoxycarbonyl-L-2,4-diaminobutyric acid